N[C@@H](C(C)O)N[C@@H](CO)C(=O)O ((1R,3S)-1-amino-2-hydroxypropyl)L-serine